methyl-glucose octanoate C(CCCCCCC)(=O)O.CC(=O)[C@H](O)[C@@H](O)[C@H](O)[C@H](O)CO